methyl 5-(bromomethyl)-3-(3,5-difluorophenyl)-4H-isoxazole-5-carboxylate BrCC1(CC(=NO1)C1=CC(=CC(=C1)F)F)C(=O)OC